N-[3-(1H-benzimidazol-2-yl)phenyl]-2-(methylthio)acetamide N1C(=NC2=C1C=CC=C2)C=2C=C(C=CC2)NC(CSC)=O